5-(4-(difluoromethyl)-6-(((1R)-1-(trifluoromethyl)propyl)amino)-3-pyridinyl)-N-((3S,4R)-4-Hydroxytetrahydrofuran-3-yl)-4-((2S)-2-methylpyrrolidine-1-carbonyl)thiazole-2-carboxamide FC(C1=C(C=NC(=C1)N[C@H](CC)C(F)(F)F)C1=C(N=C(S1)C(=O)N[C@H]1COC[C@@H]1O)C(=O)N1[C@H](CCC1)C)F